N1(N=CC=C1)C=1N=CC(=NC1)N1C[C@H](CC1)CO (S)-(1-(5-(1H-pyrazol-1-yl)pyrazin-2-yl)pyrrolidin-3-yl)methanol